tert-butyl-4-[5-iodo-7-(4-methylbenzenesulfonyl)-7H-pyrrolo[2,3-d]pyrimidin-4-yl]piperazine-1-carboxylate C(C)(C)(C)OC(=O)N1CCN(CC1)C=1C2=C(N=CN1)N(C=C2I)S(=O)(=O)C2=CC=C(C=C2)C